N-(3-((dimethylamino)methyl)-1,2,4-thiadiazol-5-yl)-2-methyl-5-(3-(trifluoromethyl)phenyl)furan-3-carboxamide CN(C)CC1=NSC(=N1)NC(=O)C1=C(OC(=C1)C1=CC(=CC=C1)C(F)(F)F)C